trichloro-trifluorotoluene ClC1=C(C(=C(C(F)(F)F)C=C1)Cl)Cl